FC1=C(C=C(C=C1)C1CCN(CC1)C(=O)OC(C)(C)C)[N+](=O)[O-] tert-Butyl 4-(4-Fluoro-3-nitrophenyl)piperidine-1-carboxylate